(R)-4-(3,3-Dimethyl-2,3-dihydro-1H-pyrrolo[3,2-b]pyridin-1-yl)-N-(4-(3-(Dimethylamino)pyrrolidin-1-yl)-2-methoxy-5-nitrophenyl)-1,3,5-triazin-2-amine CC1(CN(C=2C1=NC=CC2)C2=NC(=NC=N2)NC2=C(C=C(C(=C2)[N+](=O)[O-])N2C[C@@H](CC2)N(C)C)OC)C